N-((2-(2,6-dioxopiperidin-3-yl)-1-oxoisoindolin-5-yl)methyl)-6-vinyl-2H-chromene-3-carboxamide O=C1NC(CCC1N1C(C2=CC=C(C=C2C1)CNC(=O)C=1COC2=CC=C(C=C2C1)C=C)=O)=O